7-(methylamino)heptane CNCCCCCCC